N-[3-oxo-3-[4-(4-pyridinyl)-1-piperazinyl]propyl]2,1,3-benzothiadiazole-4-sulfonamide O=C(CCNS(=O)(=O)C1=CC=CC2=NSN=C21)N2CCN(CC2)C2=CC=NC=C2